4-methylaminobutanal CNCCCC=O